C(CCCCCCCC=CCCCCCCCCCC)(=O)OC 9-EICOSENOIC ACID, METHYL ESTER